6-(6-cyclopropyl-7-methoxyimidazo[1,2-b]pyridazin-3-yl)-N-((3S,4S)-4-fluoropiperidin-3-yl)-1,3-dihydrofuro[3,4-c]pyridin-4-amine C1(CC1)C=1C(=CC=2N(N1)C(=CN2)C2=CC1=C(C(=N2)N[C@H]2CNCC[C@@H]2F)COC1)OC